epoxybisphenylnaphthalene C1(=C2C(=CC=C1)O2)C2=C(C1=CC=CC=C1C=C2)C2=C1C(=CC=C2)O1